C(C)(C)(C)OC(=O)NN(C(\C=C\OCC)=O)CC1=CC2=NC=CC(=C2S1)C=1C=C(C=C2CCCN(C12)C1CN(C1)C(=O)OC(C)(C)C)Cl tert-butyl 3-[8-[2-[[(tert-butoxycarbonylamino)-[(E)-3-ethoxyprop-2-enoyl] amino]methyl]thieno[3,2-b]pyridin-7-yl]-6-chloro-3,4-dihydro-2H-quinolin-1-yl]azetidine-1-carboxylate